S1N=CC2=C1C=CN=N2 Pyridazinoisothiazole